CS(=O)(=O)N1CCN(CC1)C1=CC=C(C=N1)NC1=NC=CC(=N1)C1=CN=C2N1C=C(C=C2)C2=CC=CC=C2 N-(6-(4-(Methylsulfonyl)piperazin-1-yl)pyridin-3-yl)-4-(6-phenylimidazo[1,2-a]pyridin-3-yl)pyrimidin-2-amine